(1r,3r)-3-((4-methoxy-5-(1-methyl-1H-benzo[d][1,2,3]triazol-6-yl)pyrrolo[2,1-f][1,2,4]triazin-2-yl)amino)-1-methyl-N-(oxetan-3-yl)cyclobutane-1-carboxamide COC1=NC(=NN2C1=C(C=C2)C=2C=CC1=C(N(N=N1)C)C2)NC2CC(C2)(C(=O)NC2COC2)C